methylammoniopentane dibromide [Br-].[Br-].C[NH2+]CCCCC.C[NH2+]CCCCC